5-(3-Hydroxypiperidin-1-yl)-N-(6-(1-methyl-1H-pyrazol-4-yl)pyridin-2-yl)-2-morpholinooxazolo[4,5-b]pyridine-6-carboxamide OC1CN(CCC1)C1=C(C=C2C(=N1)N=C(O2)N2CCOCC2)C(=O)NC2=NC(=CC=C2)C=2C=NN(C2)C